Cl.C1(CC1)CN1CC2=CC(=CC=C2CC1)N(C=1C=CC(N(C1)C)=O)C(C)C 5-((2-(cyclopropylmethyl)-1,2,3,4-tetrahydroisoquinolin-7-yl)(isopropyl)amino)-1-methylpyridin-2(1H)-one, hydrochloride